NC1=NC=NN2C1=C(N=C2[C@@H]2CC[C@H](OC2)CO)C2=C(C=C(C=C2)OC2=CC=CC=C2)F ((2s,5s)-5-(4-amino-5-(2-fluoro-4-phenoxyphenyl)imidazo[5,1-f][1,2,4]triazin-7-yl)tetrahydro-2H-pyran-2-yl)methanol